trans-4-((5-fluoro-4-(3-(2-oxooxazolidin-3-yl)phenyl)pyrimidin-2-yl)amino)cyclohexane-1-carboxylic acid FC=1C(=NC(=NC1)N[C@@H]1CC[C@H](CC1)C(=O)O)C1=CC(=CC=C1)N1C(OCC1)=O